N,N-diethyl-N-methyl-ethanaminium C(C)[N+](CC)(C)CC